F[C@H]1C[C@H](N(C1)C(CN1CCC(CC1)N(C)C1=C2C=CN=CC2=CC=C1)=O)C#N (2S,4S)-4-fluoro-1-[2-[4-[5-isoquinolyl(methyl)amino]-1-piperidyl]acetyl]pyrrolidine-2-carbonitrile